N1=C(C=NC=C1)NS(=O)(=O)N1N=CC2=CC=CC=C12 N-(pyrazin-2-yl)-1H-indazole-1-sulfonamide